CC1=C(N=C2N1C=C(C=C2/C(/N)=N/O)C(=O)OCC2=C(C(=CC(=C2)N)Cl)Br)C (5-amino-2-bromo-3-chloro-phenyl)methanol methyl-(Z)-8-(N'-hydroxycarbamimidoyl)-2-methylimidazo[1,2-a]pyridine-6-carboxylate